1-(2-Chlorophenyl)-7-(1,1-difluoroethyl)-4-(amino)quinazolin-2(1H)-one ClC1=C(C=CC=C1)N1C(N=C(C2=CC=C(C=C12)C(C)(F)F)N)=O